FC=1C=C(C=C(C1)S(=O)(=N)C(F)(F)F)CC1CC2(CN(C2)C(=O)N2C[C@@H]3[C@@H](OCC(N3)=O)CC2)C1 |r| rac-(4aR,8aS)-6-[6-[[3-fluoro-5-(trifluoromethylsulfonimidoyl)phenyl]methyl]-2-azaspiro[3.3]heptane-2-carbonyl]-4,4a,5,7,8,8a-hexahydropyrido[4,3-b][1,4]oxazin-3-one